C(C)(C)(C)OC(=O)NC(CC(=O)OC(C)(C)C)C(=O)NCCOC(=O)OC1=CC=C(C=C1)\C=C\C1=CC(=CC(=C1)OC)OC Tert-butyl (E)-3-((tert-butoxycarbonyl) amino)-4-((2-(((4-(3,5-dimethoxy styryl) phenoxy) carbonyl) oxy) ethyl) amino)-4-oxobutanoate